5-fluoro-2-methyl-7H-pyrrolo[2,3-d]pyrimidine FC1=CNC=2N=C(N=CC21)C